(R)-4,8-dibenzyl-6,6a,7,8,9,10-hexahydro-5H-pyrazino[1,2-a][1,7]naphthyridine C(C1=CC=CC=C1)C=1C=2CC[C@H]3N(C2C=NC1)CCN(C3)CC3=CC=CC=C3